[Mn].[Cu].[Ag].[Sn] tin-silver-copper-manganese